O1C2=C(OCC1)C=C(C=C2)CCC(=O)[O-] 3-(2,3-dihydrobenzo[b][1,4]dioxin-6-yl)propanoate